(2-methyl-4-(4-methylpiperazin-1-yl)phenyl)methylamine CC1=C(C=CC(=C1)N1CCN(CC1)C)CN